O(C1=CC=CC=C1)C1=CC=C(C=C1)NC(=O)NC1=CC=C(C=C1)OC1=CC=CC=C1 1,3-bis(4-phenoxyphenyl)urea